C(C#CCCCCC)OC(CCCCC#N)OCC#CCCCCC 6,6-bis(oct-2-yn-1-yloxy)hexanenitrile